isochromane-4-carboxamide C1OCC(C2=CC=CC=C12)C(=O)N